O[C@H]1[C@@H]2[C@H](N[C@H](C1)CC2)C(=O)OCC ethyl (1s,3s,4s,5r)-5-hydroxy-2-azabicyclo[2.2.2]octane-3-carboxylate